5-[(piperidin-4-yl)oxy]-2-(trifluoromethyl)pyrimidine N1CCC(CC1)OC=1C=NC(=NC1)C(F)(F)F